C(C)(C)(C)OC(=O)NCCCOC(C)C1=NC=CC(=C1)N(C(OC(C)(C)C)=O)C1=CC(=NN1C(C)(C)C)[C@@H]1C[C@@H](CC1)O tert-butyl (2-(1-(3-((tert-butoxycarbonyl)amino)propoxy)ethyl)pyridin-4-yl)(1-(tert-butyl)-3-((1S,3R)-3-hydroxycyclopentyl)-1H-pyrazol-5-yl)carbamate